ClC=1C(=CC(=C(C1)NC(=O)N[C@@H](C)C=1N(N=CN1)C1=NC=CC=N1)F)C 1-(5-chloro-2-fluoro-4-methyl-phenyl)-3-[(1S)-1-(2-pyrimidin-2-yl-1,2,4-triazol-3-yl)ethyl]urea